Ethyl (S)-3-(5-cyclopropyl-3',4-difluoro-2',4'-dimethyl-6'-(pent-4-en-1-yloxy)-[1,1'-biphenyl]-3-yl)-3-((R)-2-hydroxypent-4-enamido)propanoate C1(CC1)C=1C(=C(C=C(C1)C1=C(C(=C(C=C1OCCCC=C)C)F)C)[C@H](CC(=O)OCC)NC([C@@H](CC=C)O)=O)F